Cl.NCC([C@@H](CC)C)=O |r| rac-1-amino-3-methylpentan-2-one hydrochloride